C(C#CC)C=1C(=C(C=NC1)CC1=C(C(=NC=C1)N)F)C.[F].[S+4] sulfur (IV) fluorine 4-[(5-but-2-ynyl-4-methyl-3-pyridinyl)methyl]-3-fluoro-pyridin-2-amine